O.S(=O)(=O)([O-])[O-].[Mn+2] manganese sulfate-hydrate